1-(cyclopropylmethyl)-N-(1-(1-(difluoromethyl)-1H-benzo[d]imidazol-2-yl)piperidin-4-yl)-3-(3-fluorophenyl)-N-(trifluoromethyl)-1H-indazol-6-amine C1(CC1)CN1N=C(C2=CC=C(C=C12)N(C(F)(F)F)C1CCN(CC1)C1=NC2=C(N1C(F)F)C=CC=C2)C2=CC(=CC=C2)F